[N+](=[N-])=CC(CC[C@@H](C(=O)OC(C)C)NC([C@@H](C1=CN=CO1)OC)=O)=O isopropyl (S)-6-diazo-2-((R)-2-methoxy-2-(oxazol-5-yl)acetamido)-5-oxohexanoate